2-phenylacetyl-9,9-di-n-propylfluorene C1(=CC=CC=C1)CC(=O)C1=CC=CC=2C3=CC=CC=C3C(C12)(CCC)CCC